N-methyl-4'-((2R,3S,4S,5S,6R)-3,4,5-trihydroxy-6-(hydroxymethyl)tetrahydro-2H-pyran-2-yloxy)biphenyl-3-carboxamide CNC(=O)C=1C=C(C=CC1)C1=CC=C(C=C1)O[C@H]1O[C@@H]([C@H]([C@@H]([C@@H]1O)O)O)CO